2-[(1s,3r)-3-[(tert-butyldimethylsilyl)oxy]-1-hydroxy-3-methylcyclobutyl]pyrimidin-5-ylboronic acid [Si](C)(C)(C(C)(C)C)OC1(CC(C1)(O)C1=NC=C(C=N1)B(O)O)C